7-chloro-N-[(3r,6s)-6-[5-[2-(trifluoromethoxy)ethoxy]-1,3,4-oxadiazol-2-yl]-3-piperidinyl]quinoline-3-carboxamide ClC1=CC=C2C=C(C=NC2=C1)C(=O)N[C@H]1CN[C@@H](CC1)C=1OC(=NN1)OCCOC(F)(F)F